amino-5-methyl-1,3,4,5-tetrahydro-2H-benzo[d]azepin-2-one NC1C(NCC(C2=C1C=CC=C2)C)=O